tert-butyl rac-(3S)-6-(2,3-dihydrobenzofuran-6-yl)-3-methyl-3,4-dihydro-2H-pyridine-1-carboxylate O1CCC2=C1C=C(C=C2)C2=CC[C@@H](CN2C(=O)OC(C)(C)C)C |r|